5-Methoxy-N,N-Dimethyltryptamine COC1=CC=C2NC=C(CCN(C)C)C2=C1